((1S,4R,6R)-6-((5-(difluoromethyl)pyridin-2-yl)oxy)-2-azabicyclo[2.2.1]heptan-2-yl)(3-fluoro-2-(pyrimidin-2-yl)phenyl)methanone FC(C=1C=CC(=NC1)O[C@@H]1C[C@@H]2CN([C@H]1C2)C(=O)C2=C(C(=CC=C2)F)C2=NC=CC=N2)F